COC=1C=C(C=CC1)C=1C(=NC(=NC1)N)N1CC2=C(CCC1)C=CC=C2 5-(3-Methoxyphenyl)-4-(1,3,4,5-tetrahydro-2H-benzo[c]azepin-2-yl)pyrimidin-2-amine